4-amino-N-ethyl-3-nitro-5-(phenylethynyl)benzenesulfonamide NC1=C(C=C(C=C1C#CC1=CC=CC=C1)S(=O)(=O)NCC)[N+](=O)[O-]